(4-(azidomethyl)benzyl)-2-oxo-2,3-dihydro-1H-benzo[d]imidazole-1-carboxylic acid tert-butyl ester C(C)(C)(C)OC(=O)N1C(N(C2=C1C=CC=C2)CC2=CC=C(C=C2)CN=[N+]=[N-])=O